CC=1C=C(C=C(C1C)C1=CC=CC=C1)C(=O)N 5,6-dimethyl-[1,1'-biphenyl]-3-carboxamide